O1CCC(CC1)CCNC(CCCCCCCC(=O)OCCC(CCCCC)CCCCC)CCCCCCCC(=O)OCCC(CCCCC)CCCCC bis(3-pentyloctyl) 9-((2-(tetrahydro-2H-pyran-4-yl)ethyl)amino)heptadecanedioate